2-methylpropyl ((S)-1-(((S)-4-amino-3,4-dioxo-1-((S)-2-oxopyrrolidin-3-yl)butan-2-yl)amino)-3-cyclohexyl-1-oxopropan-2-yl)carbamate NC(C([C@H](C[C@H]1C(NCC1)=O)NC([C@H](CC1CCCCC1)NC(OCC(C)C)=O)=O)=O)=O